3-cyclopropyl-5-(2,6-diazaspiro[3.3]heptan-2-ylmethyl)-1,2,4-thiadiazole C1(CC1)C1=NSC(=N1)CN1CC2(C1)CNC2